[I-].[K+].FC=1C=C(C(=O)N(C)C)C=CC1COC1=NC(=CC=C1)C1CCNCC1 3-fluoro-N,N-dimethyl-4-(((6-(piperidin-4-yl)pyridin-2-yl)oxy)methyl)benzamide Potassium Iodide